C(C)(C)(C)OC(=O)N1CCC(CC1)OC=1N=NC(=CC1)Cl.C(C)N(C(=O)N1C=CC2=CC=CC=C12)CC 1-(diethylcarbamoyl)indole tert-butyl-4-(6-chloropyridazin-3-yl)oxypiperidine-1-carboxylate